1-chloro-4-((2,6-dimethylpyridin-4-yl)methyl)phthalazine ClC1=NN=C(C2=CC=CC=C12)CC1=CC(=NC(=C1)C)C